2,4-di-t-butylphenyl-3,5-di-t-butyl-4-hydroxyphenyl benzoate C(C1=CC=CC=C1)(=O)OC1=C(C(=C(C(=C1)C(C)(C)C)O)C(C)(C)C)C1=C(C=C(C=C1)C(C)(C)C)C(C)(C)C